(E)-N'-(9-((2R,3S,4R,5R)-4-bromo-5-(((tert-butyldiphenylsilyl)oxy)methyl)-3-hydroxytetrahydrofuran-2-yl)-6-oxo-6,9-dihydro-1H-purin-2-yl)-N,N-dimethylformamidine Br[C@@H]1[C@H]([C@@H](O[C@@H]1CO[Si](C1=CC=CC=C1)(C1=CC=CC=C1)C(C)(C)C)N1C=2N=C(NC(C2N=C1)=O)/N=C/N(C)C)O